7,8-dimethyl-5,6,7,8-tetrahydroimidazo[1,2-a]pyrazine-2-carboxylic acid ethyl ester C(C)OC(=O)C=1N=C2N(CCN(C2C)C)C1